ruthenium 1,4-naphthalenedicarboxylate C1(=CC=C(C2=CC=CC=C12)C(=O)[O-])C(=O)[O-].[Ru+3].C1(=CC=C(C2=CC=CC=C12)C(=O)[O-])C(=O)[O-].C1(=CC=C(C2=CC=CC=C12)C(=O)[O-])C(=O)[O-].[Ru+3]